P(OC1=CC(=CC=C1)CCCCCCCCCCCCCCC)(OC1=CC(=CC=C1)CCCCCCCCCCCCCCC)OC1=CC(=CC=C1)CCCCCCCCCCCCCCC tri(m-pentadecyl phenyl) phosphite